N-(2-(2-(3,5-dibromo-4-methoxyphenyl)acetylamino)ethyl)-4-(2-(N,N-dimethylaminosulfonyl)ethyl)benzamide BrC=1C=C(C=C(C1OC)Br)CC(=O)NCCNC(C1=CC=C(C=C1)CCS(=O)(=O)N(C)C)=O